4-(((R)-2,6-dioxopiperidin-3-yl)-5-fluoro-2,3-dihydrobenzofuran-7-yl)-2-methylazetidin-3-yl (2-fluoro-5-(trifluoromethoxy)phenyl)carbamate FC1=C(C=C(C=C1)OC(F)(F)F)NC(OC1C(NC1C1=CC(=CC=2CC(OC21)[C@@H]2C(NC(CC2)=O)=O)F)C)=O